tert-butyl (2S)-2-methyl-4-[4-({3-methyl-4-[(1-methyl-1,3-benzodiazol-5-yl)oxy]phenyl}amino)pyrido[3,2-d]pyrimidin-6-yl]piperazine-1-carboxylate C[C@@H]1N(CCN(C1)C=1C=CC=2N=CN=C(C2N1)NC1=CC(=C(C=C1)OC1=CC2=C(N(C=N2)C)C=C1)C)C(=O)OC(C)(C)C